5-(1-(2,2-difluoroethyl)-1H-benzo[d]imidazol-6-yl)-6-fluoro-N-((3S,4S)-3-fluoro-1-(oxetan-3-yl)piperidin-4-yl)-4-methoxypyrrolo[2,1-f][1,2,4]triazin-2-amine FC(CN1C=NC2=C1C=C(C=C2)C=2C(=CN1N=C(N=C(C12)OC)N[C@@H]1[C@H](CN(CC1)C1COC1)F)F)F